8-Bromoadenosine BrC=1N([C@H]2[C@H](O)[C@H](O)[C@@H](CO)O2)C=2N=CN=C(C2N1)N